CSC=1N=NC(=CN1)C(=O)[O-] 3-methylsulfanyl-1,2,4-triazine-6-carboxylate